4-(5-Cyano-2-methoxyphenyl)-N-(5-(4-(difluoro-methoxy)benzoyl)-5,6-dihydro-4H-pyrrolo[3,4-d]thiazol-2-yl)-6-methyl-nicotinamide C(#N)C=1C=CC(=C(C1)C1=CC(=NC=C1C(=O)NC=1SC2=C(N1)CN(C2)C(C2=CC=C(C=C2)OC(F)F)=O)C)OC